ClC1=C(C=CC=C1)C=1C=C2C=CN(C2=C(C1)C(=O)NCC1=CC=C(C(=O)O)C=C1)CC1=CC=C(C=C1)C(F)(F)F 4-((5-(2-chlorophenyl)-1-(4-(trifluoromethyl)benzyl)-1H-indole-7-carboxamido)methyl)benzoic acid